ClC=1C=C(C=C(C1)Cl)N1CCN(CC1)S(=O)(=O)C1=CC=C(C=C1)NC(=O)C=1C=C(C=CC1N(S(=O)(=O)C)C)C#CC(=O)NCCNC(OC(C)(C)C)=O Tert-butyl N-[2-[3-[3-[[4-[4-(3,5-dichlorophenyl)piperazin-1-yl]sulfonylphenyl]carbamoyl]-4-[methyl(methylsulfonyl)amino]phenyl]prop-2-ynoylamino]ethyl]carbamate